CC1=NC(=CC=C1S(=O)(=O)N1CC2(C1)CN(C2)C2CC1(CCO1)C2)C(F)(F)F 2-((2-methyl-6-(trifluoromethyl)pyridin-3-yl)sulfonyl)-6-((4r,6r)-1-oxaspiro[3.3]heptan-6-yl)-2,6-diazaspiro[3.3]heptane